dodecyl thiolactate C(C(O)C)(=S)OCCCCCCCCCCCC